C(CCCCCC)OCOCCCC(CC(C)Br)C 6-bromo-4-methylheptyl heptyloxymethyl ether